1-bromo-2-(4-fluoro-phenoxy)-4-methyl-5-nitro-benzene BrC1=C(C=C(C(=C1)[N+](=O)[O-])C)OC1=CC=C(C=C1)F